Bis(p-bromophenyl)-2-triphenylenyl-amine BrC1=CC=C(C=C1)N(C1=CC=2C3=CC=CC=C3C3=CC=CC=C3C2C=C1)C1=CC=C(C=C1)Br